(R)-3-(tert-butoxycarbonyl-isopropyl-amino)-2-(4-chloro-phenyl)-propionic acid C(C)(C)(C)OC(=O)N(C[C@H](C(=O)O)C1=CC=C(C=C1)Cl)C(C)C